C(C1=CC=CC=C1)NC(=O)N1CC=2N(C[C@@H]1C)N=CC2N2S(CCC2)(=O)=O (6S)-N-benzyl-3-(1,1-dioxo-1,2-thiazolidin-2-yl)-6-methyl-6,7-dihydro-4H-pyrazolo[1,5-a]pyrazine-5-carboxamide